C1(CC1)CC1=C(C=NN1C)C1=NC(=NC=C1)NC1CCC(CC1)N1CCOCC1 4-(5-(cyclopropylmethyl)-1-methyl-1H-pyrazol-4-yl)-N-((1r,4r)-4-morpholinocyclohexyl)-pyrimidin-2-amine